BrCC1=C(C2=CC=CC=C2C=C1C1=CC=CC=C1)C1=C(C(=CC2=CC=CC=C12)C1=CC=CC=C1)CBr (R)-2,2'-bis(bromomethyl)-3,3'-diphenyl-1,1'-binaphthyl